C(C)(C)(CC)OOC(C(=O)O)(CCCC)CC.CO[Si](O[Si](O[Si](O[Si](OC)(C)C)(C)C)(C)C)(C)C 1,7-dimethoxy octamethyltetrasiloxane t-amylperoxy-2-ethylhexanoate